ethyl 4-cyano-2,2-difluoro-pentanoate C(#N)C(CC(C(=O)OCC)(F)F)C